1-[6-(2-Chlorophenoxy)-3,3-dimethyl-1H,2H,3H-pyrrolo[3,2-c]pyridin-1-yl]-2-[(2R,5R)-5-methyl-2-[(morpholin-4-yl)carbonyl]piperazin-1-yl]ethan ClC1=C(OC2=CC3=C(C=N2)C(CN3CCN3[C@H](CN[C@@H](C3)C)C(=O)N3CCOCC3)(C)C)C=CC=C1